N-((4-((5-chloropyrimidin-2-yl)oxy)-3-methylphenyl)carbamoyl)-1-methoxycyclopropane-1-carboxamide ClC=1C=NC(=NC1)OC1=C(C=C(C=C1)NC(=O)NC(=O)C1(CC1)OC)C